C(C(=C)C)(=O)OCCCC[Si](OCC)(C)C gamma-methacryloxypropyl-trimethyl-(ethoxy)silane